N-[3-chloro-4-[4-[(2S,4R)-4-hydroxypyrrolidine-2-carbonyl]piperazine-1-carbonyl]phenyl]-5-[4-(difluoromethoxy)-2,3-difluoro-phenyl]-1-methyl-imidazole-2-carboxamide ClC=1C=C(C=CC1C(=O)N1CCN(CC1)C(=O)[C@H]1NC[C@@H](C1)O)NC(=O)C=1N(C(=CN1)C1=C(C(=C(C=C1)OC(F)F)F)F)C